FC1=C(N(C2=CC(=CC=C12)C(F)(F)F)C)C1=CC=C(C(=O)OC)C=C1 methyl 4-(3-fluoro-1-methyl-6-(trifluoromethyl)-1H-indol-2-yl)benzoate